C(C)OC(C(C(=O)OCC)C1=NC(=C(C=C1F)C(=O)OC)Cl)=O 2-(6-chloro-3-fluoro-5-methoxycarbonylpyridin-2-yl)malonic acid diethyl ester